CC(C)(CCC(C)(OOC(C)(C)C)C)OOC(C)(C)C 2,5-dimethyl-2,5-di(tertiary-butyl-peroxyl)hexane